(E)-4-(3-((4-cyanobenzyl)amino)-3-oxoprop-1-en-1-yl)-2-methoxyphenylisobutyrate C(#N)C1=CC=C(CNC(/C=C/C2=CC(=C(C=C2)OC(C(C)C)=O)OC)=O)C=C1